(1S,2S,5R)-3-(2-((2-fluorophenyl)amino)-2-oxoacetyl)-N-((S)-3-oxo-1-((S)-2-oxopyrrolidin-3-yl)-4-(trifluoromethoxy)butan-2-yl)-3-azabicyclo-[3.2.0]heptane-2-carboxamide FC1=C(C=CC=C1)NC(C(=O)N1[C@@H]([C@H]2CC[C@H]2C1)C(=O)N[C@@H](C[C@H]1C(NCC1)=O)C(COC(F)(F)F)=O)=O